FC=1C(=CC=C2C(=C(C(OC12)=O)CC1=C(C(=CC=C1)NS(NC)(=O)=O)F)C)OC1=NC=CC=C1F 8-fluoro-3-[[2-fluoro-3-(methylsulfamoylamino)phenyl]methyl]-7-[(3-fluoro-2-pyridyl)oxy]-4-methyl-chromen-2-one